r-isobutyraldehyde C(C(C)C)=O